(S)-5-Fluoro-4-(2-(2-hydroxypropan-2-yl)-1-methyl-1H-imidazol-4-yl)-N-(o-tolyl)-2-((1,1,1-trifluoropropan-2-yl)oxy)benzamide FC=1C(=CC(=C(C(=O)NC2=C(C=CC=C2)C)C1)O[C@H](C(F)(F)F)C)C=1N=C(N(C1)C)C(C)(C)O